C(C)OC(=O)C1=C(C(=NN1CC1=CC=C(C=C1)OC)C)N 1-(4-methoxybenzyl)-3-methyl-4-amino-1H-pyrazole-5-carboxylic acid ethyl ester